CN(C1=CC=C(C=N1)C=1C=C2C(=NC1)NC=C2C(=O)C=2C(=C(C(=CC2)F)NS(=O)(=O)CCC)F)C N-(3-(5-(6-(dimethylamino)pyridin-3-yl)-1H-pyrrolo[2,3-b]pyridine-3-carbonyl)-2,6-difluorophenyl)propane-1-sulfonamide